ClC1=CC(=C(CNC(=O)C=2N=CN(C2)C2=NC(=NC=C2C)NC2CCOCC2)C=C1)CO N-(4-chloro-2-hydroxymethyl-benzyl)-1-(5-methyl-2-((tetrahydro-2H-pyran-4-yl)amino)-pyrimidin-4-yl)-1H-imidazole-4-carboxamide